CN(C(SC1=CC2=CC=CC(=C2C=C1)N(C)C)=O)C S-[[5-(dimethylamino)-2-naphthyl]] N,N-dimethylcarbamothioate